6-{7-carbamoyl-8-[(2-cyano-2-methylideneethyl)amino]naphthalen-2-yl}-N-[(1s,4s)-4-(dimethylamino)cyclohexyl]pyridine-2-carboxamide C(N)(=O)C1=CC=C2C=CC(=CC2=C1NCC(=C)C#N)C1=CC=CC(=N1)C(=O)NC1CCC(CC1)N(C)C